tert-butyl 6-methyl-3-(1,3-thiazol-4-yl)-1H,4H,5H,6H,7H-pyrazolo[4,3-c]pyridine-5-carboxylate CC1CC2=C(CN1C(=O)OC(C)(C)C)C(=NN2)C=2N=CSC2